ClC1=C2CC(CC2=CC=C1)NCCC1(CCOC2(C1)CCOCC2)C2=NC=C(C=C2)F 4-chloro-N-(2-(4-(5-fluoropyridin-2-yl)-1,9-dioxaspiro[5.5]undecan-4-yl)ethyl)-2,3-dihydro-1H-inden-2-amine